FC(OC=1C=C(C=CC1)C1=C(C(=CC=C1)C[C@@H]1N(CC([C@@H]1NS(=O)(=O)C)(F)F)C(C(C)(C)O)=O)F)F N-[(2S,3R)-2-{[3'-(difluoromethoxy)-2-fluoro[1,1'-biphenyl]-3-yl]methyl}-4,4-difluoro-1-(2-hydroxy-2-methyl-propanoyl)pyrrolidin-3-yl]methane-sulfonamide